2-methoxy-6-(propen-2-yl)-naphthalene COC1=CC2=CC=C(C=C2C=C1)C(=C)C